C(#N)C1=CC=C(C=C1)NC(=O)NC1=C(C=CC=2N1C=NC2)C2=CC=C(C=C2)F (4-cyanophenyl)-3-(6-(4-fluorophenyl)imidazo[1,5-a]pyridin-5-yl)urea